(4-(3-chloro-4-(2-chloro-3-(6-methoxy-5-(((((S)-5-oxopyrrolidin-2-yl)methyl)amino)methyl)pyridin-2-yl)phenyl)pyridin-2-yl)-2-methoxybenzyl)-D-proline ClC=1C(=NC=CC1C1=C(C(=CC=C1)C1=NC(=C(C=C1)CNC[C@H]1NC(CC1)=O)OC)Cl)C1=CC(=C(CN2[C@H](CCC2)C(=O)O)C=C1)OC